6-((2-hydroxyethyl)amino)hexyl nonyl carbonate C(OCCCCCCNCCO)(OCCCCCCCCC)=O